C(C)(C)(C)OC(=O)NC=1C=C(C=CC1)C1=NC(=NC=C1)NC1=CC=C(S1)C1=CC=CC=C1CC=1N=C(OC1)C=1CCN(CC1)C(=O)O.N1=C(C=CC=C1)CC1=NC=CC=C1 di(pyridin-2-yl)methane 4-(5-((4-(3-((tert-butoxycarbonyl)amino)phenyl)pyrimidin-2-yl)amino)thiolBenzyl-oxazol-2-yl)-3,6-dihydropyridine-1(2H)-carboxylate